OC1(CC(C1)(C#N)C)C1=CC=2C(=NC(=CC2)C2=CC=3C(N=C2)=NN(C3)C)S1 3-hydroxy-1-methyl-3-(6-(2-methyl-2H-pyrazolo[3,4-b]pyridin-5-yl)thieno[2,3-b]pyridin-2-yl)cyclobutane-1-carbonitrile